(4-trifluoromethylphenyl)boric acid FC(C1=CC=C(C=C1)OB(O)O)(F)F